((6-bromo-1-(octyloxy)hexyl)oxy)dimethyl(octyl)silane BrCCCCCC(OCCCCCCCC)O[Si](CCCCCCCC)(C)C